CC(C(=O)NC1=CC(=CC(=C1)NC(C(C)(C)C)=O)NC(C(C)(C)C)=O)(C)C 1,3,5-tris(2,2-dimethyl-propanamido)benzene